C(CCCC)[Si](OCC)(OCC)OCC n-amyl-triethoxysilane